3-((3-(trifluoromethyl)phenyl)ethynyl)pyrrolidine FC(C=1C=C(C=CC1)C#CC1CNCC1)(F)F